1-((4-(3-chlorophenyl)-3,6-dihydropyridin-1(2H)-yl)sulfonyl)-3-methyl-1H-imidazol-3-ium ClC=1C=C(C=CC1)C=1CCN(CC1)S(=O)(=O)N1C=[N+](C=C1)C